OC1=C(C=CC(=C1)CC(=O)O)C1=CC=CC=C1 2-(2-hydroxy-[1,1'-biphenyl]-4-yl)acetic acid